(1R,2S,5S)-8-benzyl-2-ethyl-4-oxo-3,8-diazabicyclo[3.2.1]octane C(C1=CC=CC=C1)N1[C@H]2[C@@H](NC([C@@H]1CC2)=O)CC